2-[6-(5-chloro-2-fluorophenyl)-4-({2-[3-(4-methylpiperazin-1-yl)propanamido]pyridin-4-yl}amino)pyridazin-3-yl]azetidine-1-carboxylate ClC=1C=CC(=C(C1)C1=CC(=C(N=N1)C1N(CC1)C(=O)[O-])NC1=CC(=NC=C1)NC(CCN1CCN(CC1)C)=O)F